N[N+]1=CC(=C(C=C1)C(=O)OC)C1=C(C=CC=C1OC)F 1-amino-3-(2-fluoro-6-methoxyphenyl)-4-(methoxycarbonyl)pyridin-1-ium